3,3-diethyl-glutaric acid C(C)C(CC(=O)O)(CC(=O)O)CC